benzyl-2-methyl-1H-indole-5-carboxylic acid methyl ester hydrochloride Cl.COC(=O)C=1C=C2C=C(N(C2=CC1)CC1=CC=CC=C1)C